ClC1=C(C(F)(F)F)C=CC=C1Cl 2,3-dichloro-trifluoro-toluene